N1(CCC1)C1=NC=C(C=N1)[C@@H](CC(=O)O)N1N=C(C=C1)CCCC1=NC=2NCCCC2C=C1 |r| (±)-3-(2-(azetidin-1-yl)pyrimidin-5-yl)-3-(3-(3-(5,6,7,8-tetrahydro-1,8-naphthyridin-2-yl)propyl)-1H-pyrazol-1-yl)propionic acid